[Si](C)(C)(C(C)(C)C)O[C@@H]1C[C@H](N(C1)C(=O)OCC1=CC=CC=C1)C=O benzyl (2S,4R)-4-((tert-butyldimethylsilyl) oxy)-2-formylpyrrolidine-1-carboxylate